C(C1=CC=CC=C1)N1C=CC=2C1=NC(=CC2)NC2=CC(=CC(=C2)C(C)(C)C)C(C)(C)C 1-benzyl-N-(3,5-di-tert-butylphenyl)-1H-pyrrolo[2,3-b]pyridin-6-amine